8-(4-(1H-1,2,4-triazol-3-yl)phenyl)-6-(4-methoxyphenyl)-2-(2,2,2-trifluoroethylamino)pyrido[2,3-d]pyrimidin-7(8H)-one N1N=C(N=C1)C1=CC=C(C=C1)N1C(C(=CC2=C1N=C(N=C2)NCC(F)(F)F)C2=CC=C(C=C2)OC)=O